N1-(1H-benzimidazol-5-yl)-1-{4-[5-(trifluoromethyl)thiophen-2-yl]phenyl}ethane-1,2-diamine N1C=NC2=C1C=CC(=C2)NC(CN)C2=CC=C(C=C2)C=2SC(=CC2)C(F)(F)F